7-chloro-2-phenyl-2-(2-quinolylmethyl)indolin-3-one ClC=1C=CC=C2C(C(NC12)(CC1=NC2=CC=CC=C2C=C1)C1=CC=CC=C1)=O